OCC1=CC=C(C=C1)NC(=O)[C@H](C(C)C)NC(=O)[C@H]1N(CCC1)C(C(C)NC([O-])=O)=O 2-[(2S)-2-[[(1S)-1-[[4-(hydroxymethyl) phenyl]carbamoyl]-2-methyl-propyl]carbamoyl]pyrrolidin-1-yl]-1-methyl-2-oxo-ethylcarbamate